(4-(3-hydroxyoxetan-3-yl)phenyl)(3-methyl-4-(4-(trifluoromethyl)phenoxy)piperidin-1-yl)methanone OC1(COC1)C1=CC=C(C=C1)C(=O)N1CC(C(CC1)OC1=CC=C(C=C1)C(F)(F)F)C